1-(propylamino)ethyl-3-methylimidazole C(CC)NC(C)C1=NC=CN1C